FC(C=1C=C(CN2N=C(C=C2C(=O)N)C2=CC(=C(C(=C2)OC)OC)OC)C=C(C1)C(F)(F)F)(F)F (3,5-bis(trifluoromethyl)benzyl)-3-(3,4,5-trimethoxyphenyl)-1H-pyrazole-5-carboxamide